(2-(ethoxycarbonyl)pyridin-4-yl)boronic acid pinacol ester C(C)OC(=O)C1=NC=CC(=C1)B1OC(C)(C)C(C)(C)O1